NC1=CC=C2C=C(C(OC2=C1)=O)CCO 7-amino-3-hydroxyethyl-coumarin